benzyl-2-(2-(dimethylamino)ethoxy)-3-nitroaniline C(C1=CC=CC=C1)NC1=C(C(=CC=C1)[N+](=O)[O-])OCCN(C)C